N-(5-((4-(1H-indol-1-yl)pyrimidin-2-yl)amino)-2-((2-(dimethylamino)ethyl)(methyl)amino)-4-methoxyphenyl)acrylamide N1(C=CC2=CC=CC=C12)C1=NC(=NC=C1)NC=1C(=CC(=C(C1)NC(C=C)=O)N(C)CCN(C)C)OC